6,8-dimethyl-chromone-2-carboxylic acid CC=1C=C2C(C=C(OC2=C(C1)C)C(=O)O)=O